diphenyl-p-tert-butylphenylsulfinate C1(=CC=CC=C1)C=1C(=C(C=CC1C(C)(C)C)S(=O)[O-])C1=CC=CC=C1